FC1=C(C=CC2=C1CNS2(=O)=O)NC2=NNC(=C2)[C@H]2C[C@H](CC2)N2N=CC(=CC2=O)C(=C)C cis-2-(3-(3-((4-fluoro-1,1-dioxido-2,3-dihydrobenzo[d]isothiazol-5-yl)amino)-1H-pyrazol-5-yl)cyclopentyl)-5-(prop-1-en-2-yl)pyridazin-3(2H)-one